Isopropyl Methyl Phosphate P(=O)(OC(C)C)(OC)[O-]